C(C)(=O)ON=C1CC(CC(C1)C)C 3,5-dimethylcyclohexan-1-one O-acetyl oxime